ClC=1C=C(C=CC1F)N(C(=O)[C@H]1N(C(C(C1)=C)=O)C1=NC(=CC(=C1)C(F)(F)F)C)C (2S)-N-(3-chloro-4-fluoro-phenyl)-N-methyl-4-methylene-1-[6-methyl-4-(trifluoromethyl)-2-pyridinyl]-5-oxopyrrolidine-2-carboxamide